OC1=CC(=C(C=C(C#N)C#N)C=C1)OC 2-(4-hydroxy-2-methoxybenzylidene)malononitrile